N-succinimidyl 3-(pyridin-2-yldithio)-propionate C1CC(=O)N(C1=O)OC(=O)CCSSC2=CC=CC=N2